BrC=1C=CC=2N(C(C=C(N2)C2=NN3C(C(=NC(=C3)C)C)=C2)=O)C1 7-bromo-2-(4,6-dimethylpyrazolo[1,5-a]pyrazin-2-yl)-4H-pyrido[1,2-a]pyrimidin-4-one